(S)-3-(1-(1-(4'-chloro-2'-methyl-[1,1'-biphenyl]-4-yl)butyl)-1H-indazole-5-carboxamido)propionic acid ClC1=CC(=C(C=C1)C1=CC=C(C=C1)[C@H](CCC)N1N=CC2=CC(=CC=C12)C(=O)NCCC(=O)O)C